C(CCCCCCCCCCC)(=O)C(C(=O)O)CNCCC(=O)O lauroyl-iminodipropionic acid